1-(2-hydroxyethyl)pyridine OCCN1CC=CC=C1